NCC#CC1=CC=C2C=NN(C2=C1)C1C(NC(CC1)=O)=O 3-(6-(3-aminoprop-1-yn-1-yl)-1H-indazol-1-yl)piperidine-2,6-dione